(E)-tert-butyl(5-(3-(3-(dimethylamino)-1-methyl-1H-pyrazol-5-yl)acryloyl)pyrimidin-2-yl)carbamate C(C)(C)(C)OC(NC1=NC=C(C=N1)C(\C=C\C1=CC(=NN1C)N(C)C)=O)=O